FC1=C(OC2=C(C=C(C=C2)CS(=O)(=O)C2=CC=CC=C2)C=2C3=C(C(N(C2)C)=O)NC=C3)C=CC(=C1)F 4-{2-(2,4-difluorophenoxy)-5-[(phenylsulfonyl)methyl]phenyl}-6-methyl-1,6-dihydro-7H-pyrrolo[2,3-c]pyridin-7-one